(R)-(5-(1-(difluoromethyl)-1H-pyrazol-4-yl)-1,3,4-oxadiazol-2-yl)(4-(7-fluoropyrazolo[1,5-a]pyridin-2-yl)-6,7-dihydro-1H-imidazo[4,5-c]pyridin-5(4H)-yl)methanone FC(N1N=CC(=C1)C1=NN=C(O1)C(=O)N1[C@H](C2=C(CC1)NC=N2)C2=NN1C(C=CC=C1F)=C2)F